6-fluoro-7-iodo-2-((2-(trimethylsilyl)ethoxy)methyl)-2,4-dihydrobenzopyrano[3,4-d][1,2,3]triazole-8-carbonitrile FC1=C(C(=CC2=C1OCC1=NN(N=C12)COCC[Si](C)(C)C)C#N)I